(S)-5-methyl-N-(3-(1-((5-(1-methyl-1H-pyrazol-4-yl)-5H-pyrrolo[2,3-b]pyrazin-3-yl)amino)ethyl)phenyl)nicotinamide CC=1C=NC=C(C(=O)NC2=CC(=CC=C2)[C@H](C)NC2=CN=C3C(=N2)N(C=C3)C=3C=NN(C3)C)C1